FC(F)(F)C1=C(C=O)C=CC=C1 trifluoromethyl-benzaldehyde